ethyl 7-methyl-4-((4-methylphenyl) ethynyl)-7H-pyrrolo[2,3-d]pyrimidine-6-carboxylate CN1C(=CC2=C1N=CN=C2C#CC2=CC=C(C=C2)C)C(=O)OCC